(R)-2-chloro-N4-(1-(4-(1-ethyl-4-(trifluoromethyl)-1H-imidazol-2-yl)phenyl)ethyl)pyrimidine-4,5-diamine ClC1=NC=C(C(=N1)N[C@H](C)C1=CC=C(C=C1)C=1N(C=C(N1)C(F)(F)F)CC)N